(R or S)-1-cyclobutyl-5-methyl-4-((5-phenyl-1,3,4-thiadiazol-2-yl)methyl)piperazine-2,3-dione C1(CCC1)N1C(C(N([C@@H](C1)C)CC=1SC(=NN1)C1=CC=CC=C1)=O)=O |o1:8|